2-(((3S,4S)-1-(cyclopropylsulfonyl)-3-fluoropiperidin-4-yl)amino)-6-ethynyl-8-((1R,2R)-2-hydroxy-2-methylcyclopentyl)pyrido[2,3-d]pyrimidin-7(8H)-one C1(CC1)S(=O)(=O)N1C[C@@H]([C@H](CC1)NC=1N=CC2=C(N1)N(C(C(=C2)C#C)=O)[C@H]2[C@](CCC2)(C)O)F